N,N-Dimethyl-2'-O-methyladenosine CN(C=1C=2N=CN([C@H]3[C@H](OC)[C@H](O)[C@@H](CO)O3)C2N=CN1)C